(Z)-5-(benzo[d]thiazol-6-ylmethylene)-2-((4-chlorophenyl)amino)-3,5-dihydro-4H-imidazol-4-one S1C=NC2=C1C=C(C=C2)\C=C/2\C(NC(=N2)NC2=CC=C(C=C2)Cl)=O